C(C)C1CC=2C(C(=C(NC2CC1)C)C1=CC=C(C=C1)OC1=CC=C(C=C1)OC(F)(F)F)=O 6-Ethyl-3-(4-(4-trifluoromethoxyphenoxy)phenyl)-2-methyl-5,6,7,8-tetrahydroquinolin-4(1H)-one